C(#CCCCC)O E-hexynol